2-(3-bromo-5-chlorophenyl)-2-methylpropane BrC=1C=C(C=C(C1)Cl)C(C)(C)C